O=C(C(=O)O)[C@@H](C)C1=CC=CC=C1 (3S)-2-oxo-3-phenylbutyric acid